ClC1=CC=C(C=C1)C#CCOC1=C(C=C(C=C1)CCNC(C(C(C)C)NS(=O)(=O)C)=O)OC N-[2-[4-[[3-(4-chlorophenyl)-2-propyn-1-yl]oxy]-3-methoxy-phenyl]ethyl]-3-methyl-2-[(methylsulfonyl)amino]butanamide